BrC1=C(C=C2C(=NC(=NC2=C1F)Cl)N1C[C@@H](N(CC1)C(=O)OC(C)(C)C)C)Cl tert-butyl (S)-4-(7-bromo-2,6-dichloro-8-fluoroquinazolin-4-yl)-2-methylpiperazine-1-carboxylate